ClC1=CC=C(CNC(NC2CC3(CN(C3)C(=O)OC(C)(C)C)C2)=O)C=C1 tert-butyl 6-(3-(4-chlorobenzyl)ureido)-2-azaspiro[3.3]heptane-2-carboxylate